(1r,4r)-4-((5-(2-(2-aminopyridin-3-yl)-5-(1-methyl-1H-pyrazol-5-yl)-3H-imidazo[4,5-b]pyridin-3-yl)pyridin-2-yl)carbamoyl)cyclohexane-1-carboxylic acid NC1=NC=CC=C1C1=NC=2C(=NC(=CC2)C2=CC=NN2C)N1C=1C=CC(=NC1)NC(=O)C1CCC(CC1)C(=O)O